COCCC(CC(C)(C)C)C 3,5,5-trimethyl-hexyl methyl ether